CC1=NC(=CC(=C1)C1=C(C2=NC(=C(C=C2N1)C)C1CCNCC1)C(C)C)C 2-(2,6-dimethylpyridin-4-yl)-3-isopropyl-6-methyl-5-(piperidin-4-yl)-1H-pyrrolo[3,2-b]Pyridine